(2,5-dioxopyrrolidin-1-yl) 3-(3,4-dimethyl-2,5-dioxo-pyrrol-1-yl)propanoate CC=1C(N(C(C1C)=O)CCC(=O)ON1C(CCC1=O)=O)=O